ClC1=C2C(=CN(C2=CC(=C1)C1=CC=C2C(=CN=NC2=C1)NCC1=C(C=C(C=C1)OC)OC)C)C1CC1 7-(4-chloro-3-cyclopropyl-1-methylindol-6-yl)-N-[(2,4-dimethoxyphenyl)methyl]Cinnolin-4-amine